C(C)(C)(C)[Si](OC1C[C@H]2C([C@H]2C1)C=1N(N=C(N1)C1CCC(CC1)C(F)(F)F)C(C)C)(C1=CC=CC=C1)C1=CC=CC=C1 |r| tert-butyl-diphenyl-[[rac-(1R,5S)-6-[2-isopropyl-5-[4-(trifluoromethyl)cyclohexyl]-1,2,4-triazol-3-yl]-3-bicyclo[3.1.0]hexyl]oxy]monosilane